CC1=C(C(=O)OC2=C(C(=NN2C)CO)Cl)C=CC=C1 (4-chloro-3-(hydroxymethyl)-1-methyl-1H-pyrazol-5-yl) methylbenzoate